CN(C=1N=CC(=NC1)OC1=CC=C(C=C1)C(C)(C)C1=CC=C(OC2CC(C2)NC(OC(C)(C)C)=O)C=C1)C tert-butyl ((1r,3r)-3-(4-(2-(4-((5-(dimethylamino)pyrazin-2-yl)oxy)phenyl)propane-2-yl)phenoxy)cyclobutyl)carbamate